2,5-dichloro-3-fluorobenzonitrile ClC1=C(C#N)C=C(C=C1F)Cl